BrC1=CC(=C(C=2N=CSC21)/N=C/N(C)C)C(=O)C=2C1=CN(N=C1C(=CC2)F)C2OCCCC2 (E)-N'-[7-bromo-5-[7-fluoro-2-(oxan-2-yl)indazole-4-carbonyl]-1,3-benzothiazol-4-yl]-N,N-dimethylmethanimidamide